(R)-2-(2-((2,5-bis(trifluoromethyl)pyrazolo[1,5-a]pyrimidin-7-yl)amino)-1-(4-fluorophenyl)ethyl)-7-oxa-2,5-diazaspiro[3.5]nonan-6-one FC(C1=NN2C(N=C(C=C2NC[C@@H](C2=CC=C(C=C2)F)N2CC3(C2)NC(OCC3)=O)C(F)(F)F)=C1)(F)F